5-bromo-2-chloro-3-(dimethoxymethyl)isonicotinic acid ethyl ester C(C)OC(C1=C(C(=NC=C1Br)Cl)C(OC)OC)=O